FC1=C(OCCCCCCCCNC(OC(C)(C)C)=O)C=CC(=C1)C=O tert-butyl (8-(2-fluoro-4-formylphenoxy)octyl)carbamate